ClC=1C=C2C(=CC1)NC(C21CCN(CC1)CCOC1=CC(=C(C(=O)OC)C=C1)C(F)(F)F)=O Methyl 4-(2-{5-chloro-2-oxo-1,2-dihydrospiro[indole-3,4'-piperidin]-1'-yl}ethoxy)-2-(trifluoromethyl)benzoate